17-(5-(2-((tert-butoxycarbonyl)amino)propan-2-yl)-2-methylphenoxy)-3,6,9,12,15-pentaoxaheptadecanoic acid C(C)(C)(C)OC(=O)NC(C)(C)C=1C=CC(=C(OCCOCCOCCOCCOCCOCC(=O)O)C1)C